C(C=C)C=1C=CC(=C(C1)C1OCCO1)OCC1=CC=C(C=C1)OC 2-(5-allyl-2-((4-methoxybenzyl)oxy)phenyl)-1,3-dioxolane